N,N-diethylaminomethyl-triethoxysilane C(C)N(CC)C[Si](OCC)(OCC)OCC